C(CCC)C=C(C(=O)O)C.C(CCC)OC(C(=C)C)=O.C(CCC)C(C(=O)O)=C.C(C=C)(=O)OCCCC Butyl acrylate (Butyl acrylate) Butyl-methacrylate (Butyl-methacrylate)